3-propylstyrene C(CC)C=1C=C(C=C)C=CC1